(1R,3aS,6aR)-N-((R)-1-cyano-2-((R)-2-oxopiperidin-3-yl)ethyl)-4,4-difluoro-2-(9-hydroxy-9H-fluorene-9-carbonyl)octahydrocyclopenta[c]pyrrole-1-carboxamide C(#N)[C@@H](C[C@@H]1C(NCCC1)=O)NC(=O)[C@@H]1N(C[C@@H]2[C@H]1CCC2(F)F)C(=O)C2(C1=CC=CC=C1C=1C=CC=CC21)O